methyl (2S,4S,5R,6R)-6-((1R,2R)-3-amino-1,2-dihydroxypropyl)-2-((4-(but-3-yn-1-yloxy)benzyl)thio)-4-hydroxy-5-(2-hydroxyacetamido)tetrahydro-2H-pyran-2-carboxylate NC[C@H]([C@@H](O)[C@H]1[C@@H]([C@H](C[C@@](O1)(C(=O)OC)SCC1=CC=C(C=C1)OCCC#C)O)NC(CO)=O)O